FC=1C=CC=C2CC[C@@H](C12)N (1S)-7-fluoro-2,3-dihydro-1H-inden-1-amine